CSC1=NC(=CC(=N1)C(F)(F)F)C1=CC=C(C=C1)C#C[Si](C)(C)C 2-(methylthio)-4-(trifluoromethyl)-6-(4-((trimethylsilyl)ethynyl)phenyl)pyrimidine